3-chloro-7H-pyrrolo[2,3-c]pyridazine-6-carboxylic acid ClC1=CC2=C(N=N1)NC(=C2)C(=O)O